1-(1-isobutoxyprop-1-en-2-yl)-4-(1-(3-methoxypropoxy)prop-1-en-2-yl)benzene C(C(C)C)OC=C(C)C1=CC=C(C=C1)C(=COCCCOC)C